5-Methoxy-6-(5-(trifluoromethyl)thiazol-2-yl)pyridin-2-amine COC=1C=CC(=NC1C=1SC(=CN1)C(F)(F)F)N